2-(7-fluoronaphthalen-1-yl)-N-isopropyl-N-methylacetamide FC1=CC=C2C=CC=C(C2=C1)CC(=O)N(C)C(C)C